6-(Aminomethyl)-2-(pyridin-3-yl)-2,3-dihydro-1H-pyrrolo[3,4-c]pyridin-1-one NCC1=CC2=C(C=N1)CN(C2=O)C=2C=NC=CC2